racemic-(1R,2S,3S,5S)-2-fluoro-3-((4-nitrobenzoyl)oxy)-8-azabicyclo[3.2.1]octane-8-carboxylic acid tert-butyl ester C(C)(C)(C)OC(=O)N1[C@H]2[C@@H]([C@H](C[C@@H]1CC2)OC(C2=CC=C(C=C2)[N+](=O)[O-])=O)F |r|